The molecule is an aporphine alkaloid that is aporphine which is substituted by hydroxy groups at positions 1 and 11, and by methoxy groups at positions 2 and 10 (the S enantiomer). It has a role as a plant metabolite. It is an aporphine alkaloid, an organic heterotetracyclic compound, a tertiary amino compound, a polyphenol and an aromatic ether. CN1CCC2=CC(=C(C3=C2[C@@H]1CC4=C3C(=C(C=C4)OC)O)O)OC